5,5-dimethyl-1-(quinolin-3-yl)-3-{2-[4-(trifluoromethyl)phenyl]-ethyl}tetrahydropyrimidin-2(1H)-one CC1(CN(C(N(C1)C=1C=NC2=CC=CC=C2C1)=O)CCC1=CC=C(C=C1)C(F)(F)F)C